C[C@@H]1N(CCC=2C1=NNC2OS(=O)(=O)C(F)(F)F)C(=O)OC(C)(C)C tert-butyl (S)-7-methyl-3-(((trifluoromethyl)sulfonyl)oxy)-2,4,5,7-tetrahydro-6H-pyrazolo[3,4-c]pyridine-6-carboxylate